(3-(N-(2-methoxybenzyl)-N-methylcarbamoyl)thiophen-2-yl)-4-(pyridin-2-yl)piperazine-1-carboxamide COC1=C(CN(C(=O)C2=C(SC=C2)C2N(CCN(C2)C2=NC=CC=C2)C(=O)N)C)C=CC=C1